6-(4-(((1R,5S,6s)-3-azabicyclo[3.1.0]hex-6-yl)methoxy)-2,6-difluorophenyl)-5-chloro-N-((S)-1,1,1-trifluoropropane-2-yl)-[1,2,4]triazolo[1,5-a]pyrimidin-7-amine [C@H]12CNC[C@@H]2C1COC1=CC(=C(C(=C1)F)C=1C(=NC=2N(C1N[C@H](C(F)(F)F)C)N=CN2)Cl)F